ClC1=C2C=C(NC2=CC(=C1)C=1CNCCC1)C(=O)OC 2-Methyl 4-chloro-6-(1,2,5,6-tetrahydropyridin-3-yl)-1H-indole-2-carboxylate